C(C)(C)(C)OC(=O)N1CC(C(CC1)C=1OC(=NN1)[C@@]12CN(C[C@]2(C1)C(F)(F)F)C1=C2C=CC=NC2=C(C=C1)C#N)F tert-butyl-4-(5-((1S,5R)-3-(8-cyanoquinolin-5-yl)-5-(trifluoromethyl)-3-azabicyclo[3.1.0]hexan-1-yl)-1,3,4-oxadiazol-2-yl)-3-fluoropiperidine-1-carboxylate